C(C)(C)(C)NS(=O)(=O)C1=CC(=CC=C1)C(=O)N1CC2(C3=CC(=CC=C13)S(=O)(=N)C1CC1)CCCCC2 N-(tert-butyl)-3-(5'-(cyclopropanesulfonimidoyl)spiro[cyclohexane-1,3'-indoline]-1'-carbonyl)benzenesulfonamide